OC[C@H](C)C1=CC(=C(C=N1)C1=NC=C2C=C(N=CC2=C1)NC(=O)C1CC1)C (R)-N-(7-(6-(1-hydroxypropan-2-yl)-4-methylpyridin-3-yl)-2,6-naphthyridin-3-yl)cyclopropanecarboxamide